FC(CN1N=CC(=C1)NC=1N=C(C2=C(N1)NC=C2C)O[C@@H]2CN(CC[C@@H]2F)C(C=C)=O)F 1-(cis-3-((2-((1-(2,2-difluoroethyl)-1H-pyrazol-4-yl)amino)-5-methyl-7H-pyrrolo[2,3-d]pyrimidin-4-yl)oxy)-4-fluoropiperidin-1-yl)prop-2-en-1-one